O=C1N(C(C2=CC=CC=C12)=O)CC1CC2(C1)CCN(CC2)C(=O)OC(C)(C)C tert-butyl 2-[(1,3-dioxoisoindolin-2-yl) methyl]-7-azaspiro[3.5]nonane-7-carboxylate